F[C@H]1CN(CC[C@H]1NC1=NN2C(C(=N1)OC)=C(C=C2)C=2C=NC=1N(C2)C=CN1)C N-((3S,4R)-3-fluoro-1-methylpiperidin-4-yl)-5-(imidazo[1,2-a]pyrimidin-6-yl)-4-methoxypyrrolo[2,1-f][1,2,4]triazin-2-amine